(R)-tert-butyl 3-(2-(N,N-bis(4-methoxybenzyl)sulfamoyl)-4-(2,3-dioxopiperidin-1-yl)-3-(2-(4-methoxybenzyl)-2H-tetrazol-5-yl)phenyl sulfonamido)pyrrolidine-1-carboxylate COC1=CC=C(CN(S(=O)(=O)C2=C(C=CC(=C2C=2N=NN(N2)CC2=CC=C(C=C2)OC)N2C(C(CCC2)=O)=O)S(=O)(=O)N[C@H]2CN(CC2)C(=O)OC(C)(C)C)CC2=CC=C(C=C2)OC)C=C1